4-(((2r,5r)-1-(2-(6-(4-chloro-2-methoxybenzyl)-3,3-dimethyl-5-oxo-2,3,4,5-tetrahydro-1H-pyrrolo[3,2-b]pyridin-1-yl)-2-oxoethyl)-5-methylpiperazin-2-yl)methyl)morpholine-2-carboxamide ClC1=CC(=C(CC2=CC3=C(NC2=O)C(CN3C(CN3[C@H](CN[C@@H](C3)C)CN3CC(OCC3)C(=O)N)=O)(C)C)C=C1)OC